10,10'-Bis(Ethoxycarbonylmethoxy)-9,9'-biphenanthryl C(C)OC(=O)COC1=C(C2=CC=CC=C2C=2C=CC=CC12)C=1C2=CC=CC=C2C=2C=CC=CC2C1OCC(=O)OCC